5-((2-aminomethyl-3-fluoroallyl)oxy)-2-(4-chlorobenzyl)isoindolin-1-one NCC(COC=1C=C2CN(C(C2=CC1)=O)CC1=CC=C(C=C1)Cl)=CF